F[C@@H](CN(CC[C@@H](C(=O)O)NC1=NC(=CN=C1)C)CCCCC1=NC=2NCCCC2C=C1)COC (S)-4-(((S)-2-fluoro-3-methoxypropyl)(4-(5,6,7,8-tetrahydro-1,8-naphthyridin-2-yl)butyl)amino)-2-((6-methylpyrazin-2-yl)amino)butanoic acid